The molecule is dianion of methyl phosphate arising from deprotonation of both OH groups of the phosphate. It has a role as a phosphoantigen and an epitope. It is a conjugate base of a methyl dihydrogen phosphate. COP(=O)([O-])[O-]